ClC1=C(C=C2C=C(N=CC2=C1)NC(=O)[C@@H]1CC12CCOCC2)[C@H](COC)C (R)-N-(7-chloro-6-((R)-1-methoxypropan-2-yl)isoquinolin-3-yl)-6-oxaspiro[2.5]octane-1-carboxamide